C(C1=CC=CC=C1)N(C(=O)C12CC(C1)C2)CC2=CC=CC=C2 N,N-dibenzylbicyclo[1.1.1]pentane-1-carboxamide